[1,3-bis(2,6-diisopropylphenyl)imidazol-2-ylidene](3-chloropyridyl)palladium dichloride C(C)(C)C1=C(C(=CC=C1)C(C)C)N1C(N(C=C1)C1=C(C=CC=C1C(C)C)C(C)C)=[Pd](C1=NC=CC=C1Cl)(Cl)Cl